FC=1C(=CC=2C3=C(C=NC2C1)N(C(C31CN(C1)C(C)C)=O)C)C=1C=C(C(=NC1)OCCNC(C)C)NS(=O)(=O)C1CC1 N-(5-(7'-Fluoro-1-isopropyl-3'-methyl-2'-oxo-2',3'-dihydrospiro[azetidine-3,1'-pyrrolo[2,3-c]quinolin]-8'-yl)-2-(2-(isopropylamino)ethoxy)pyridin-3-yl)cyclopropanesulfonamide